1-((benzyloxy)carbonyl)-3-(2,2-difluoroethyl)piperidine-3-carboxylic acid C(C1=CC=CC=C1)OC(=O)N1CC(CCC1)(C(=O)O)CC(F)F